ClC=1C=CC(=NC1C(F)(F)F)C(=O)O 5-chloro-6-(trifluoromethyl)pyridine-2-carboxylic acid